N1CC(C1)C=1C=CC(=NC1)N1CC2(C(C2)(F)F)CC1 5-[5-(azetidin-3-yl)-2-pyridinyl]-2,2-difluoro-5-azaspiro[2.4]Heptane